C1[C@H]([C@H]([C@H](O[C@]1(C(=O)O)O)[C@@H](COP(=O)(O)O)O)O)O The molecule is a ketoaldonic acid phosphate consisting of 3-deoxy-alpha-D-manno-oct-2-ulosonic acid carrying a phospho substituent at position 8. It is a carbohydrate acid derivative and a ketoaldonic acid phosphate. It derives from a 3-deoxy-alpha-D-manno-oct-2-ulopyranosonic acid. It is a conjugate acid of a 3-deoxy-alpha-D-manno-2-octulosonate-8-phosphate(3-).